C(C)(C)N1C(CCC1=O)=O N-isopropyl-succinimide